C(CCCCCCC\C=C/CCCCCCCC)(=O)OCCCCCCO hexamethylenglycol monooleate